CN1C2=C(C=CC1=O)NC=C2C2=NC(=NC(=C2)OC2=CC=C(C=C2)C(F)(F)F)C 4-methyl-3-{2-methyl-6-[4-(trifluoromethyl)phenoxy]-pyrimidin-4-yl}-1H,4H,5H-pyrrolo[3,2-b]pyridin-5-one